N1C=C(C2=CC=CC=C12)C1=C2C(C(N(C2=CC(=C1)C(=O)N)CCC1=CC=CC=C1)=O)(C)C (1H-indol-3-yl)-3,3-dimethyl-2-oxo-1-phenethylindoline-6-carboxamide